N-[(1S)-1-[6-(ethylamino)pyridin-2-yl]-2-hydroxyethyl]propionamide C(C)NC1=CC=CC(=N1)[C@@H](CO)NC(CC)=O